(S)-N-(1-(cyclobutylamino)-1,5-dioxopent-3-yl)-1-cyclopentyl-5-(2-(trifluoromethyl)phenyl)-1H-pyrazole-3-carboxamide C1(CCC1)NC(C[C@H](CC=O)NC(=O)C1=NN(C(=C1)C1=C(C=CC=C1)C(F)(F)F)C1CCCC1)=O